C(C)(=O)O[C@H]1[C@@H](O[C@@H]([C@H]1N=[N+]=[N-])COC(C1=CC=CC=C1)=O)N1C=NC=2C(=O)NC(NC(C(C)C)=O)=NC12 2'-O-Acetyl-3'-azido-5'-O-benzoyl-3'-deoxy-N-(2-methylpropanoyl)guanosine